(S)-1-((5-nitropyridin-2-yl)amino)propan-2-ol [N+](=O)([O-])C=1C=CC(=NC1)NC[C@H](C)O